4-nitro-1-(2,2,2-trifluoroethyl)-1H-1,2,3-triazole [N+](=O)([O-])C=1N=NN(C1)CC(F)(F)F